COC(=O)C1CC=C(CC1)B1OC(C(O1)(C)C)(C)C 4-(4,4,5,5-tetramethyl-1,3,2-dioxaborolan-2-yl)cyclohex-3-ene-1-carboxylic acid methyl ester